C(C=C)NC(=O)NC(=N)N allylcarbamoylguanidine